O.O.S(=O)(O)OS(=O)O.N(=NC(C)(C)C=1NCCN1)C(C)(C)C=1NCCN1 2,2'-azobis[2-(2-imidazolin-2-yl)propane] disulfite dihydrate